C1(CCCC1)C1=CC(=C(C(=C1)F)NC(C1=C(C=CC(=C1)[N+](=O)[O-])SC1=NN=CN1CCCNC)=O)F N-(4-cyclopentyl-2,6-difluorophenyl)-2-({4-[3-(methylamino)propyl]-4H-1,2,4-triazol-3-yl}sulfanyl)-5-nitrobenzamide